4-[(Z)-4-(tert-butyldimethylsilyloxy)-2-butenyloxy]-3-chloro-2,5-difluorobenzene [Si](C)(C)(C(C)(C)C)OC\C=C/COC1=C(C(=CC=C1F)F)Cl